N-[5-[2-(dimethylamino)pyrimidin-5-yl]-4-fluoro-2-[rac-(3R,5S)-3,4,5-trimethylpiperazin-1-yl]phenyl]-4-fluoro-2-(trifluoromethyl)benzamide CN(C1=NC=C(C=N1)C=1C(=CC(=C(C1)NC(C1=C(C=C(C=C1)F)C(F)(F)F)=O)N1C[C@H](N([C@H](C1)C)C)C)F)C |r|